4-(6-((4-cyano-2-fluorobenzyl)oxy)pyridin-2-yl)-5,6-dihydro-1,2,4-triazine C(#N)C1=CC(=C(COC2=CC=CC(=N2)N2C=NNCC2)C=C1)F